FC=1C=C(C=CC1F)N1[C@@H](CCCO1)C1=NC2=C(N1C=1SC=C(N1)C1=CC=C(C=C1)S(=O)(=O)N)C=CC(=C2)C=2C(=NOC2C)C (S)-4-(2-(2-(1-(3,4-difluorophenyl)-6-oxapiperidin-2-yl)-5-(3,5-dimethylisoxazol-4-yl)-1H-benzo[d]imidazol-1-yl)thiazol-4-yl)benzenesulfonamide